(R)-1-(4-((3,4-difluorobenzyl)oxy)-2-(trifluoromethyl)phenyl)pyrrolidin-3-ol FC=1C=C(COC2=CC(=C(C=C2)N2C[C@@H](CC2)O)C(F)(F)F)C=CC1F